2-(((S)-1-(((S)-1,1-bis(3-isopropylphenyl)propan-2-yl)amino)-1-oxopropan-2-yl)carbamoyl)-4-methoxypyridin-3-yl isobutyl carbonate C(OC=1C(=NC=CC1OC)C(N[C@H](C(=O)N[C@H](C(C1=CC(=CC=C1)C(C)C)C1=CC(=CC=C1)C(C)C)C)C)=O)(OCC(C)C)=O